C=1N=CC=2C1C=C(SC2)C(=O)[O-] 6,2-benzothiazole-6-carboxylate